FC(C1=NN(C=N1)C1CC2(CN(C2)C(=O)N2CC3(C2)CN(C3)CC3=NC(=NN3)C(F)(F)F)C1)(F)F [6-[3-(trifluoromethyl)-1,2,4-triazol-1-yl]-2-azaspiro[3.3]heptan-2-yl]-[6-[[3-(trifluoromethyl)-1H-1,2,4-triazol-5-yl]methyl]-2,6-diazaspiro[3.3]heptan-2-yl]methanone